1-propyl-3-methylpiperidinium fluoride salt [F-].C(CC)[NH+]1CC(CCC1)C